O[C@@H]1C[C@H](N(C1)C(C(C(C)C)C1=CC(=NO1)C)=O)C(=O)NCC1=C(OCC(=O)OCC)C=C(C=C1)C1=C(N=CS1)C Ethyl 2-(2-(((2S,4R)-4-hydroxy-1-(3-methyl-2-(3-methylisoxazol-5-yl)butanoyl)pyrrolidine-2-carboxamido)methyl)-5-(4-methylthiazol-5-yl)phenoxy)acetate